1-((3R,5R,8S,9S,10S,13S,14S,17S)-10-ethyl-3-hydroxy-3,13-dimethylhexadecahydro-1H-cyclopenta[a]phenanthren-17-yl)-2-(5-methyl-2H-tetrazol-2-yl)ethan-1-one C(C)[C@]12[C@H]3CC[C@@]4([C@H](CC[C@H]4[C@@H]3CC[C@@H]2C[C@](CC1)(C)O)C(CN1N=C(N=N1)C)=O)C